CP(O)=O.CN1CN(C=C1)C 1,3-dimethylimidazole methylphosphinate